COC(=O)[C@@H]1C[C@@H]([C@@H](C1)O)NC(=O)OC(C)(C)C.FC(C(F)(F)F)(O[Si](OC(C(F)(F)F)(F)F)(OC(C(F)(F)F)(F)F)C(C(C(C(C(C(C(C(C(F)(F)F)(F)F)(F)F)(F)F)(F)F)(F)F)(F)F)(F)F)(F)F)F perfluorononyl-triethoxysilane Methyl-(1R,3S,4R)-3-[(tert-butoxycarbonyl)amino]-4-hydroxycyclopentane-1-carboxylate